ClC1=CC(=C(N=N1)C(=O)NOCC)NC1=C2N([C@H](C=3N(C2=CC=C1)N=C(N3)C)C)C (S)-6-chloro-N-ethoxy-4-((2,4,5-trimethyl-4,5-dihydro-[1,2,4]triazolo[1,5-a]quinoxalin-6-yl)amino)pyridazine-3-carboxamide